C[C@H]1CCC2C(C3C(=C(C[C@@]12C3)C(C)=O)C)(C)C ((1S,8aS)-1,4,4,6-tetramethyl-2,3,3a,4,5,8-hexahydro-1H-5,8a-methanoazulen-7-yl)ethanone